IC1=CC=C(N=N1)NC(CC1=CC(=CC=C1)OC(F)(F)F)=O N-(6-iodopyridazin-3-yl)-2-(3-trifluoromethoxyphenyl)acetamide